NC=1N=C(SC1C(C#C)=O)NC1=CC=C(C=C1)F 1-[4-Amino-2-(4-fluoroanilino)thiazol-5-yl]prop-2-yn-1-one